C[C@]12CC[C@@H](CC1=CC[C@@H]3[C@@H]2CC[C@]4([C@H]3CC[C@@]4(C(=O)CO)O)C)O The molecule is a 17alpha-hydroxy steroid, a 21-hydroxy steroid, a 3beta-hydroxy-Delta(5)-steroid, a primary alpha-hydroxy ketone and a tertiary alpha-hydroxy ketone. It has a role as a mouse metabolite. It derives from a pregnenolone.